2-hydroxy-1-ethyl-sulfanilamide OC1C(S(=O)(=O)N)(C=CC(=C1)N)CC